NC1=NC=2C=C(C=CC2C2=C1N=C(N2CC(C)(O)C)CCCC)C 1-(4-amino-2-butyl-7-methyl-1H-imidazo[4,5-c]quinolin-1-yl)-2-methylpropan-2-ol